C[C@@H]1O[C@@H](C(N([C@@H]1CNC1=NC=C(C=C1)C(F)(F)F)C(=O)C1=C(C=CC(=C1)F)N1N=CC=N1)([2H])[2H])C ((2S,3R,6R)-2,6-Dimethyl-3-(((5-(trifluoromethyl)pyridin-2-yl)amino)methyl)morpholino-5,5-d2)(5-fluoro-2-(2H-1,2,3-triazol-2-yl)phenyl)methanone